CC(C)OC(=O)N1N=CC2=CC(=CC=C12)C1=C(C=CC(=C1)C#N)Cl 5-(2-chloro-5-cyanophenyl)-1H-indazole-1-carboxylic acid propan-2-yl ester